C(C)(C)(C)OC(=O)N[C@H](CCO[C@@H](C)C1=NC=CC(=C1)N(C(OC(C)(C)C)=O)C1=CC(=NN1C(C)(C)C)[C@@H]1C[C@@H](CC1)O)C tertbutyl (2-((S)-1-((S)-3-((tert-butoxycarbonyl)amino)butoxy)ethyl)pyridin-4-yl)(1-(tert-butyl)-3-((1S,3R)-3-hydroxycyclopentyl)-1H-pyrazol-5-yl)carbamate